C(#C)C1=CC=C(C=C1)[C@H](CO)NC(=O)[C@H]1N(C[C@@H](C1)O)C([C@H](C(C)(C)C)NC(CCCCCC(=O)O)=O)=O 7-(((S)-1-((2S,4R)-2-(((R)-1-(4-ethynylphenyl)-2-hydroxyethyl)carbamoyl)-4-hydroxypyrrolidin-1-yl)-3,3-dimethyl-1-oxobutan-2-yl)amino)-7-oxoheptanoic acid